O=C1NC(CCC1N1C(C2=CC=C(C(=C2C1)O)CNC(=O)NC1=CC(=C(C=C1)C)C(C)C)=O)=O 1-((2-(2,6-dioxopiperidin-3-yl)-4-hydroxy-1-oxoisoindolin-5-yl)methyl)-3-(3-isopropyl-4-methylphenyl)urea